5-benzyl-2-(2-chlorophenyl)-4,5,6,7-tetrahydro-2H-pyrazolo[4,3-c]pyridin-3-ol C(C1=CC=CC=C1)N1CC=2C(CC1)=NN(C2O)C2=C(C=CC=C2)Cl